(3R)-4-(7-chloro-3-(1-(tetrahydro-2H-pyran-2-yl)-1H-pyrazol-5-yl)isothiazolo[4,5-b]pyridin-5-yl)-3-methylmorpholine ClC1=C2C(=NC(=C1)N1[C@@H](COCC1)C)C(=NS2)C2=CC=NN2C2OCCCC2